(2S,5R)-3,3-dimethyl-7-oxo-4-thia-1-azabicyclo[3.2.0]heptane-2-carboxylic acid 4,4-dioxide sodium [Na].CC1([C@@H](N2C(C[C@H]2S1(=O)=O)=O)C(=O)O)C